C(C)(C)OC1=NC(=CC(=N1)NC1=CC(=C(C(=O)O)C=C1)C)C(F)(F)F 4-(2-isopropoxy-6-(trifluoromethyl)pyrimidin-4-ylamino)-2-methylbenzoic acid